COC(CNC(=O)C1=NC=C(C=C1OCC1=CC=CC=C1)C1CCN(CC=C1)S(=O)(=O)C1=CC=C(C=C1)O)=O (5-(1-((4-hydroxyphenyl)sulfonyl)-2,3,4,7-tetrahydroazepine-4-yl)-3-benzyloxy-pyridine-2-carbonyl)-glycine methyl ester